ClC1=CC=C(C=C1)C1CCN(CC1)C1=C(C=C(C=C1)C1(C(NC(CC1)=O)=O)C)F 3-[4-[4-(4-Chlorophenyl)-1-piperidyl]-3-fluoro-phenyl]-3-methyl-piperidine-2,6-dione